C1(=C(C=CC=C1)CC(=O)N)C 2-(o-tolyl)acetamide